N-(6-([1,1'-biphenyl]-3-ylmethyl)-5-azaspiro[2.4]heptan-7-yl)ethanesulfonylamine hydrochloride Cl.C1(=CC(=CC=C1)CC1NCC2(CC2)C1NS(=O)(=O)CC)C1=CC=CC=C1